2-(2-((tert-butoxycarbonyl)amino)-3-(1-trityl-1H-imidazol-4-yl)propanamido)-2-methylpropanoic acid C(C)(C)(C)OC(=O)NC(C(=O)NC(C(=O)O)(C)C)CC=1N=CN(C1)C(C1=CC=CC=C1)(C1=CC=CC=C1)C1=CC=CC=C1